benzyl-diethylene glycol disalicylate C(C=1C(O)=CC=CC1)(=O)OC(COCCOC(C=1C(O)=CC=CC1)=O)CC1=CC=CC=C1